2-(2,6-dioxopiperidin-3-yl)-4-(3-methyl-4-((3-(pyridin-3-yl)azetidin-1-yl)methyl)benzylamino)isoindoline-1,3-dione O=C1NC(CCC1N1C(C2=CC=CC(=C2C1=O)NCC1=CC(=C(C=C1)CN1CC(C1)C=1C=NC=CC1)C)=O)=O